BrC=1SC(=C(N1)C1=CC=CC=C1)OC1=CC(=NC=C1)NC=1C=C(C(=O)N)C=CC1 3-((4-((2-Bromo-4-phenylthiazol-5-yl)oxy)pyridin-2-yl)amino)benzamide